4-(2-((4-iodo-2-METHYLPHENYL)amino)-2-oxoethoxy)-3-methylbenzoic acid IC1=CC(=C(C=C1)NC(COC1=C(C=C(C(=O)O)C=C1)C)=O)C